N-Vinylcaprolactam C(=C)N1C(CCCCC1)=O